methyl N-methyl-N-(1-methylethyl)-thiocarbamate CN(C(OC)=S)C(C)C